N-(1,3-dihydroxypropan-2-yl)-3-oxo-2-(pyridin-3-yl)-6-[4-(trifluoromethyl)phenyl]-2,3-dihydropyridazine OCC(CO)N1N(C(CC=C1C1=CC=C(C=C1)C(F)(F)F)=O)C=1C=NC=CC1